C1N(CC2=CC=CC=C12)CCC(=O)NC=1C=C(C(=NC1)C)NC(=O)C1=NN=C2N1C=CC(=C2)C=2C=NN(C2)C N-(5-(3-(isoindolin-2-yl)propanamido)-2-methylpyridin-3-yl)-7-(1-methyl-1H-pyrazol-4-yl)-[1,2,4]triazolo[4,3-a]pyridine-3-carboxamide